OCCOC(C(CC)=O)C1=CC=CC=C1 Hydroxyethoxyphenylbutanon